C[Si](OC1(CC2CCC(C1)O2)C#N)(C)C 3-[(trimethylsilyl)oxy]-8-oxabicyclo[3.2.1]octane-3-carbonitrile